ClC1=CC(=C(C(=O)NCCCC(=O)[O-])C=C1)O.[Na+].N[C@@H]([C@H](O)C)C(=O)NC1=C2NC=NC2=NC(=N1)C(N)=O N6-threonyl-carbamoyl-adenine monosodium 4-[(4-chloro-2-hydroxybenzoyl)amino]butanoate